NC1CCN(CC1)C1=C(C=NC2=CC=C(C=C12)C1=C(C(=CC(=C1F)F)Br)O)C1=CC(=CC(=C1)F)F 2-[4-(4-Aminopiperidin-1-yl)-3-(3,5-difluorophenyl)chinolin-6-yl]-6-bromo-3,4-difluorophenol